N-(pentafluorophenyl)-3-bromophthalimide FC1=C(C(=C(C(=C1N1C(C=2C(C1=O)=C(C=CC2)Br)=O)F)F)F)F